B(F)(F)F.C(C)(=O)C1=C(S(=O)(=O)O)C=CC(=C1)N.[Na] sodium acetylsulfanilic acid boron trifluoride